12-((4-Nitrobenzyl)oxy)dodecan-1-amine hydrogen chloride Cl.[N+](=O)([O-])C1=CC=C(COCCCCCCCCCCCCN)C=C1